N2-ethyl-cyclopropane-1,2-dicarboxamide C(C)NC(=O)C1C(C1)C(=O)N